1,3-difluorotetramethyldisiloxane F[Si](O[Si](F)(C)C)(C)C